7-chloro-5-(5-fluoropyridin-2-yl)-2-methylthiazolo[5,4-d]pyrimidine ClC=1C2=C(N=C(N1)C1=NC=C(C=C1)F)SC(=N2)C